((((2R,3S,5R)-5-(6-amino-2-fluoro-9H-purin-9-yl)-2-(((tert-butyldiphenylsilyl)oxy)methyl)-2-ethynyltetrahydrofuran-3-yl)oxy)carbonyl)glycine NC1=C2N=CN(C2=NC(=N1)F)[C@H]1C[C@@H]([C@@](O1)(C#C)CO[Si](C1=CC=CC=C1)(C1=CC=CC=C1)C(C)(C)C)OC(=O)NCC(=O)O